N1(CCC1)C1=NC=C(C(=N1)OC1=CC=CC=C1)C(=O)N[C@H](\C=C\S(=O)(=O)C)C1CC1 (S,E)-2-(azetidin-1-yl)-N-(1-cyclopropyl-3-(methylsulfonyl)allyl)-4-phenoxypyrimidine-5-carboxamide